(R) or (S)-3,4-dimethyl-5-(1-methylpyrrolidin-2-yl)pyridine CC=1C=NC=C(C1C)[C@@H]1N(CCC1)C |o1:8|